[Sm+3].C(C)OC(\C=C/C(=O)[O-])=O.C(\C=C/C(=O)[O-])(=O)OCC.C(\C=C/C(=O)[O-])(=O)OCC maleic acid monoethyl ester samarium salt